N-(2-methoxyethyl)-1-methyl-2-((6-(2,2,2-trifluoroethoxy)benzo-[d]oxazol-2-yl)amino)-1H-benzo[d]imidazole-5-carboxamide COCCNC(=O)C1=CC2=C(N(C(=N2)NC=2OC3=C(N2)C=CC(=C3)OCC(F)(F)F)C)C=C1